FC1=CC=C(C=C1)C(CC=O)=O 3-(4-fluorophenyl)propane-1,3-dione